N-(4-chlorophenyl)-8-(3,4-dimethoxystyryl)-9H-purin-6-amine ClC1=CC=C(C=C1)NC1=C2N=C(NC2=NC=N1)C=CC1=CC(=C(C=C1)OC)OC